C(#N)C[C@H]1N(CC[C@@H](C1)OC1=NC(=NC(=C1)O[C@@H](C)[C@H]1N(C[C@H](C1)F)C)C(N)=NO)C(=O)OC(C)(C)C tert-Butyl (2R,4S)-2-(cyanomethyl)-4-({6-[(1S)-1-[(2S,4S)-4-fluoro-1-methylpyrrolidin-2-yl] ethoxy]-2-(N'-hydroxycarbamimidoyl)pyrimidin-4-yl}oxy)piperidine-1-carboxylate